NCC=1N=C2N(C=C(C=C2C(C2CN(C2)C(=O)OC(C)(C)C)O)C2CC2)C1 tert-butyl 3-((2-(aminomethyl)-6-cyclopropylimidazo[1,2-a]pyridin-8-yl)(hydroxy)methyl)azetidine-1-carboxylate